6-(3-methyl-4-pyridinyl)-4-(1H-pyrrolo[2,3-b]pyridin-4-yl)-1H-pyridin-2-one CC=1C=NC=CC1C1=CC(=CC(N1)=O)C1=C2C(=NC=C1)NC=C2